C1=CCC(CCCC1)O cyclooctene-4-ol